dichloropalladium(i) Cl[Pd-]Cl